1,3,3-Trimethyl-6-phenyloctahydrobenzo[c]isoxazol CN1OC(C2C1CC(CC2)C2=CC=CC=C2)(C)C